C(C1=CC=CC=C1)OC1=CC(=NC2=CC(=CC(=C12)F)OC)Cl 4-benzyloxy-2-chloro-5-fluoro-7-methoxy-quinoline